(1r,2'R,4R)-4-(3-chloroanilino)-2'-cyclobutyl-2',3'-dihydrospiro[cyclohexane-1,1'-indene]-4-carboxylic acid ClC=1C=C(NC2(CCC3([C@H](CC4=CC=CC=C34)C3CCC3)CC2)C(=O)O)C=CC1